5-chloroquinoline ClC1=C2C=CC=NC2=CC=C1